CN1C2=C(C=C(C1=O)C(=O)NC1=CC=CC=C1)[C@@H](CC2)C (5R)-1,5-Dimethyl-2-oxo-N-phenyl-6,7-dihydro-5H-cyclopenta[b]pyridine-3-carboxamide